(1S,2S)-N-(7-chloro-6-((S)-1-cyanopropan-2-yl)isoquinolin-3-yl)-2-(pyridin-2-yl)cyclopropane-1-carboxamide ClC1=C(C=C2C=C(N=CC2=C1)NC(=O)[C@@H]1[C@H](C1)C1=NC=CC=C1)[C@H](CC#N)C